CC1=C(C(=CC=C1)C)N([C@@H](C)C(=O)OC)C(COC)=O |r| methyl N-(2,6-dimethylphenyl)-N-(methoxyacetyl)-DL-alaninate